C(C)(C)(C)OC(=O)N1[C@H](CCC1)CNC=1C=2N(N=CC1C(N)=NC1=C(C=C(C=C1)O)CC)C=C(C2)C2=C(C=C(C=C2C)OC)C tert-butyl-(R)-2-[[[3-[N'-(2-ethyl-4-hydroxy-phenyl)carbamimidoyl]-6-(4-methoxy-2,6-dimethyl-phenyl)pyrrolo[1,2-b]pyridazin-4-yl]amino]methyl]pyrrolidine-1-carboxylate